[Cr].[Ni].[Fe] iron-nickel-chromium